C(CCCCCCC\C=C\CCCCC=C)(=O)OC methyl (E)-hexadeca-9,15-dienoate